N-cyano-2,6-dihydroxy-N,3'-dimethyl-4-pentyl-[1,1'-biphenyl]-3-carboxamide C(#N)N(C(=O)C=1C(=C(C(=CC1CCCCC)O)C1=CC(=CC=C1)C)O)C